Ethyl-5-((2-Amino-9-((2R,3R,5S)-3-hydroxy-5-(hydroxymethyl)tetrahydrofuran-2-yl)-8-oxo-8,9-dihydro-7H-purin-7-yl)methyl)thiophen-3-carboxylat C(C)OC(=O)C1=CSC(=C1)CN1C(N(C2=NC(=NC=C12)N)[C@@H]1O[C@@H](C[C@H]1O)CO)=O